C1(CC1)[C@@H]1CN2C(CO1)=C(C(=N2)C2=NC=C(C=C2)F)C2=C1C(=NC=C2)NN=C1 (R)-6-Cyclopropyl-2-(5-fluoropyridin-2-yl)-3-(1H-pyrazolo[3,4-b]pyridin-4-yl)-6,7-dihydro-4H-pyrazolo[5,1-c][1,4]oxazine